3,7-bis(dimethylamino)phenothiazinium chloride trihydrate O.O.O.[Cl-].CN(C=1C=CC=2[NH2+]C3=CC=C(C=C3SC2C1)N(C)C)C